2-Butoxy-1-(4-(trans-2-phenylcyclopropanecarbonyl)piperazin-1-yl)ethanone C(CCC)OCC(=O)N1CCN(CC1)C(=O)[C@H]1[C@@H](C1)C1=CC=CC=C1